(5-[6-Chloro-9-(2,2,2-trifluoro-ethyl)-9H-pyrido[3,4-b]indol-8-yl]-pyridin-2-yl)-dimethyl-amine ClC=1C=C2C3=C(N(C2=C(C1)C=1C=CC(=NC1)N(C)C)CC(F)(F)F)C=NC=C3